3-oxo-2,3-dihydro[1,2,4]triazolo[4,3-a]pyridin O=C1NN=C2N1C=CC=C2